IC1=C(CCC1)C(=O)OC methyl iodocyclopentenoate